3-(tert-Butoxycarbonyl)-7,7-difluoro-3-azabicyclo[4.1.0]Heptane-4-carboxylic acid C(C)(C)(C)OC(=O)N1CC2C(C2CC1C(=O)O)(F)F